CS(=O)(=O)[O-].C(CCCCC)[N+]1(CCCCC1)CCCC 1-Hexyl-1-butylpiperidinium methansulfonat